FC1=CC=C(C=C1)C1=NC=2C(=NC(=CN2)C(=O)N2C[C@H]3C([C@H]3C2)COC2=NC(=CC=C2)C(F)(F)F)N1C (2-(4-fluorophenyl)-1-methyl-1H-imidazo[4,5-b]pyrazin-6-yl)((1R,5S,6r)-6-(((6-(trifluoromethyl)pyridin-2-yl)oxy)methyl)-3-azabicyclo[3.1.0]hexan-3-yl)methanone